(4-(Cyclopropanecarbonyl)piperazin-1-yl)(6-fluoro-4-(2-azaspiro[3.5]nonan-2-yl)quinolin-3-yl)methanone C1(CC1)C(=O)N1CCN(CC1)C(=O)C=1C=NC2=CC=C(C=C2C1N1CC2(C1)CCCCC2)F